2-[(acetyloxy)methyl]prop-2-en C(C)(=O)OCC(C)=C